FC1(CN(CC1)C1=NC=CC(=C1NC(=O)N1CCN(CC1)C=1C=NC=CC1)C1=C(C=CC=C1)F)F N-[2-(3,3-difluoropyrrolidin-1-yl)-4-(2-fluoro-phenyl)-3-pyridyl]-4-(3-pyridyl)piperazine-1-carboxamide